C(CC)N1C(=NC=C1)CN(CCCCN)C1CCCC=2C=CC=NC12 N1-(1-propyl-1H-imidazol-2-ylmethyl)-N1-(5,6,7,8-tetrahydroquinolin-8-yl)-butane-1,4-diamine